N1=C(C=CC=C1)C(=O)[O-].[Ir+3].N1=C(C=CC=C1)C(=O)[O-].N1=C(C=CC=C1)C(=O)[O-] iridium (III) picolinate